N-(4-{[6-(5-chloro-2-fluoro-phenyl)-3-[(2-hydroxyethyl)-sulfanyl]pyridazin-4-yl]amino}-pyridin-2-yl)-3-[(4-cyclopropylpiperazin-1-yl)methyl]-bicyclo[1.1.1]pentane-1-carboxamide ClC=1C=CC(=C(C1)C1=CC(=C(N=N1)SCCO)NC1=CC(=NC=C1)NC(=O)C12CC(C1)(C2)CN2CCN(CC2)C2CC2)F